C(CCC)(=O)N[C@@H](CCC(N)=O)C(=O)O N-butyryl-glutamine